(Z)-4-((5-fluoro-2-methyl-3-(2-oxo-2-((pyridin-2-ylmethyl)amino)ethyl)-1H-inden-1-ylidene)methyl)-2,6-dimethoxyphenyl (4-nitrophenyl) carbonate C(OC1=C(C=C(C=C1OC)\C=C/1\C(=C(C2=CC(=CC=C12)F)CC(NCC1=NC=CC=C1)=O)C)OC)(OC1=CC=C(C=C1)[N+](=O)[O-])=O